CC1C(CC2OC2C1)C(=O)O 4-methyl-7-oxabicyclo[4.1.0]Heptane-3-carboxylic acid